(6-hydrazino-2-(2-(pyridine-2-yl)ethoxy)pyrimidine-4-yl)morpholine N(N)C1=CC(=NC(=N1)OCCC1=NC=CC=C1)N1CCOCC1